3,3'-[(4-benzyl-1,4,8-triazacycloundecane-1,8-diyl)bis(methylene)]bis[N-(1,2-dihydroxyethyl)-2-hydroxy-5-methylbenzamide] C(C1=CC=CC=C1)N1CCN(CCCN(CCC1)CC=1C(=C(C(=O)NC(CO)O)C=C(C1)C)O)CC=1C(=C(C(=O)NC(CO)O)C=C(C1)C)O